6-(2-aminobenzo[d]thiazole-5-yl)-3-benzyl-quinazoline NC=1SC2=C(N1)C=C(C=C2)C2=CC1=CN(CN=C1C=C2)CC2=CC=CC=C2